(1R,4R)-4-(3-Chloroanilino)-6'-fluoro-2'-{(2R)-3-[(4-methoxyphenyl)methoxy]-2-methylpropyl}-2',3'-dihydrospiro[cyclohexane-1,1'-indene]-4-carboxylic acid methyl ester COC(=O)C1(CCC2(C(CC3=CC=C(C=C23)F)C[C@H](COCC2=CC=C(C=C2)OC)C)CC1)NC1=CC(=CC=C1)Cl